FC1=CC=C(C=C1)C1=C(C=C2C(NC(NC2=C1SC[C@H](CO)NC(OC(C)(C)C)=O)=O)=O)C(F)(F)F tert-butyl (S)-(1-((7-(4-fluorophenyl)-2,4-dioxo-6-(trifluoromethyl)-1,2,3,4-tetrahydroquinazolin-8-yl)thio)-3-hydroxypropan-2-yl)carbamate